ICC1(CN(CC1)C(=O)OC(C)(C)C)C(=O)OC 1-tert-butyl 3-methyl 3-(iodomethyl)pyrrolidine-1,3-dicarboxylate